4-((1R,5S)-1,5-difluoro-3,8-diazabicyclo[3.2.1]octan-3-yl)-7-(8-ethynyl-7-fluoronaphthalen-1-yl)-8-fluoro-2-((tetrahydro-1H-pyrrolizin-7a(5H)-yl)methoxy)pyrido[4,3-d]pyrimidine F[C@@]12CN(C[C@@](CC1)(N2)F)C=2C1=C(N=C(N2)OCC23CCCN3CCC2)C(=C(N=C1)C1=CC=CC2=CC=C(C(=C12)C#C)F)F